FC=1C(=C(C=C2C=CC(=CC12)OCCNS(=O)(=O)CC)O)N1S(NC(C1)=O)(=O)=O N-(2-{[8-fluoro-6-hydroxy-7-(1,1,4-trioxo-1λ6,2,5-thiadiazolidin-2-yl)naphthalen-2-yl]oxy}ethyl)ethanesulfonamide